5,5-bis(4-bromophenyl)-2-thioxoimidazolidin-4-one BrC1=CC=C(C=C1)C1(C(NC(N1)=S)=O)C1=CC=C(C=C1)Br